N[C@@H](CCCCN)C(=O)O.FC=1C=CC(=C2CC[C@H](C12)OC1=CC=C(C=C1)C(CC(=O)O)C#CC)C=1C=NC(=CC1)O[C@H]1COCC1 3-(4-(((R)-7-fluoro-4-(6-(((R)-tetrahydrofuran-3-yl)oxy)pyridin-3-yl)-2,3-dihydro-1H-inden-1-yl)oxy)phenyl)hex-4-ynoic acid L-lysine salt